BrC1=NC(=NN1)C(=O)OC methyl 5-bromo-1H-1,2,4-triazole-3-carboxylate